2-((2R,6S)-4-(3-((5-chloro-4-(1H-indol-3-yl)pyrimidin-2-yl)amino)-5-cyclopropylbenzyl)-2,6-dimethylpiperazin-1-yl)ethan-1-ol ClC=1C(=NC(=NC1)NC=1C=C(CN2C[C@H](N([C@H](C2)C)CCO)C)C=C(C1)C1CC1)C1=CNC2=CC=CC=C12